C(CC)NC1=NC(=NC(=N1)NCCC)N(OC(C)C)CC 4,6-bis-propylamino-[1,3,5-triazin-2-yl]-N-ethyl-O-isopropyl-hydroxylamine